2-[2'-hydroxy-3,5-bis(α,α-dimethylbenzyl)phenyl]-2H-benzotriazole OC1=C(C(C)(C)C=2C=C(C=C(C2)N2N=C3C(=N2)C=CC=C3)C(C3=CC=CC=C3)(C)C)C=CC=C1